pyrene-3,6,8-trisulfonic acid trisodium salt [Na+].[Na+].[Na+].C1=CC(=C2C=CC=3C(=CC(=C4C=CC1=C2C34)S(=O)(=O)[O-])S(=O)(=O)[O-])S(=O)(=O)[O-]